ClC1=C(C=C(C=C1)C1=CC(=NC=C1)C(C)C)CC(C(=O)NC1=CC=C(C=C1)C1=NN=CN1C)NC(=O)C=1N(N=CC1)C N-[1-[[2-chloro-5-(2-isopropyl-4-pyridyl)phenyl]methyl]-2-[4-(4-methyl-1,2,4-triazol-3-yl)anilino]-2-oxo-ethyl]-2-methyl-pyrazole-3-carboxamide